FC1=CC=C2C=NC(=NC2=C1C=1C=C(C=CC1)NC(C=C)=O)NC1=C(C=C(C=C1)N1CCN(CC1)C)OC N-(3-(7-fluoro-2-((2-methoxy-4-(4-methylpiperazin-1-yl)phenyl)amino)quinazolin-8-yl)phenyl)acrylamide